O=C1N(CC2=C(C=CC=C12)C)C1C(NC(CC1)=O)=O 1-oxo-2-(2,6-dioxopiperidin-3-yl)-4-methylisoindoline